NC(C(=O)OCC)CC1=C(C(=NC=C1)Br)Br ethyl 2-amino-3-(2,3-dibromopyridin-4-yl)propanoate